[Cu].[Co].[Ni] nickel-cobalt copper